6-cyano-N-[2-(4-formylcyclohexyl)indazol-5-yl]Pyridine-2-carboxamide C(#N)C1=CC=CC(=N1)C(=O)NC1=CC2=CN(N=C2C=C1)C1CCC(CC1)C=O